OC1=CC=C(CCC=2CC(C(=C(C2)O)[C@H]2[C@@H](CCC(=C2)C)C(=C)C)O)C=C1 (1'R,2'R)-4-(4-hydroxyphenethyl)-5'-methyl-2'-(prop-1-ene-2-yl)-1',2',3,4'-tetrahydro-[1,1'-biphenyl]-2,6-diol